2-(4-bromophenyl)-3-hydroxy-4H-chromen-4-one BrC1=CC=C(C=C1)C=1OC2=CC=CC=C2C(C1O)=O